E-3-(pyridin-3-yl)propenol N1=CC(=CC=C1)C/C=C/O